Tert-butyl (2-((5-chloro-2-(1H-tetrazol-1-yl)phenyl)amino)-2-oxoethyl)phenylalaninate ClC=1C=CC(=C(C1)NC(CN[C@@H](CC1=CC=CC=C1)C(=O)OC(C)(C)C)=O)N1N=NN=C1